C(C)C1=NC=CC=C1NC=1C(=NC=CC1)CC.[Cu] copper bis(2-ethylpyridyl)amine